methyl 3-((2-(((triisopropylsilyl)oxy)methyl)-1H-pyrrolo[3,2-b]pyridin-5-yl)sulfonyl)propanoate C(C)(C)[Si](OCC1=CC2=NC(=CC=C2N1)S(=O)(=O)CCC(=O)OC)(C(C)C)C(C)C